C(C)(C)(C)OC(=O)N1C(CCCC1)N1N=CC(=C1)C#CC=1C=NC(=CC1F)Cl (4-((6-chloro-4-fluoropyridin-3-yl)ethynyl)-1H-pyrazol-1-yl)piperidine-1-carboxylic acid tert-butyl ester